ClCCN(C(OC(C)(C)C)=O)CCCl tert-butyl bis(2-chloroethyl)carbamate